C(C)(=O)N1[C@H](C[C@H](C1)C1=CC(=C(C=C1)OC(F)F)OCC1CC1)C(=O)O (2R,4S)-1-acetyl-4-(3-(cyclopropylmethoxy)-4-(difluoromethoxy)phenyl)pyrrolidine-2-carboxylic acid